N-(3-cyanooxetan-3-yl)-1-(5-(difluoromethyl)-1,3,4-thiadiazol-2-yl)-4-(4-isobutyrylpiperazin-1-yl)-1H-indazole-6-sulphonamide C(#N)C1(COC1)NS(=O)(=O)C1=CC(=C2C=NN(C2=C1)C=1SC(=NN1)C(F)F)N1CCN(CC1)C(C(C)C)=O